FC1=C(C(=CC=C1)F)OC 2,6-difluoroanisole